5-(4-amino-2,6-dichlorophenoxy)-1-(4-methylbenzyl)pyridin-2(1H)-one NC1=CC(=C(OC=2C=CC(N(C2)CC2=CC=C(C=C2)C)=O)C(=C1)Cl)Cl